CO[Si](CCCCO)(OC)OC 4-(trimethoxysilyl)-1-butanol